C(C)OC1=CC2=C(N=C(S2)S(=O)(=O)N2CC3(CCC3)CC2C)C=C1 6-Ethoxy-2-((7-methyl-6-azaspiro[3.4]octan-6-yl)sulfonyl)benzo[d]thiazole